1,4-bis(trichloromethylsilylethyl)benzene platinum (0) [Pt].ClC(Cl)(Cl)[SiH2]CCC1=CC=C(C=C1)CC[SiH2]C(Cl)(Cl)Cl